3-aminopropanesulfonic acid sodium salt [Na+].NCCCS(=O)(=O)[O-]